C(C)[Si]1(N[Si](CC1)(CC)CC)CC 2,2,5,5-tetraethyl-1-aza-2,5-disilacyclopentane